(2R)-2-[[(3S)-5-chloro-8-hydroxy-3-methyl-1-oxo-3,4-dihydroisochromen-7-carbonyl]amino]-3-phenylpropionic acid ClC1=C2C[C@@H](OC(C2=C(C(=C1)C(=O)N[C@@H](C(=O)O)CC1=CC=CC=C1)O)=O)C